Nonane-2-carbonitrile trifluoroacetic acid salt FC(C(=O)O)(F)F.CC(CCCCCCC)C#N